SCC1SCCSC1CS 2,3-dimercaptomethyl-1,4-dithiane